COC=1C=C2C(=NC=NC2=CC1)NCC1=CC=C(C=C1)B(O)O 4-(((6-methoxyquinazolin-4-yl)amino)methyl)phenylboronic acid